C([O-])(O)=O.C(O)(O)=O.[Na+] sodium carbonate (carbonate)